C(CC)O[Al]OCCC bis(n-propoxy)aluminum